2-methoxy-4-(4,4,5,5-tetramethyl-1,3,2-dioxaborolan-2-yl)benzamide COC1=C(C(=O)N)C=CC(=C1)B1OC(C(O1)(C)C)(C)C